BrC=1C(=CC(=NC1)OCCCN1CCCCC1)F 5-bromo-4-fluoro-2-(3-(piperidin-1-yl)propoxy)pyridine